C(C)S(=O)(=O)CC(=O)C1=NC=C(C=C1)C(C(C(C(F)(F)F)(F)F)(F)F)(F)F 2-(ethylsulfonyl)-1-(5-(nonafluorobutyl)pyridin-2-yl)ethan-1-one